C1(=CCCC1)CP(O)(=O)CC[C@H]1OC([C@H]([C@H]([C@@H]1O)O)O)OC1=CC=C(C=C1)OC (cyclopent-1-en-1-ylmethyl)(2-((2R,3S,4S,5S)-3,4,5-trihydroxy-6-(4-methoxyphenoxy)tetrahydro-2H-pyran-2-yl)ethyl)phosphinic acid